cbz-L-leucine C(=O)(OCC1=CC=CC=C1)N[C@@H](CC(C)C)C(=O)O